N-((2,5-Dimethoxyphenyl)sulfonyl)-2-(naphthalen-2-yloxy)acetamide COC1=C(C=C(C=C1)OC)S(=O)(=O)NC(COC1=CC2=CC=CC=C2C=C1)=O